Benzyl-N-hydroxy-2,2-dimethylbutanamide C(C1=CC=CC=C1)C(C(C(=O)NO)(C)C)C